tert-butyl N-[(1S)-1-[7-[[(1S)-2-amino-1-[[(3R)-5,5-dimethyl-2-oxo-pyrrolidin-3-yl]methyl]-2-oxo-ethyl]carbamoyl]-6-azaspiro[3.4]octane-6-carbonyl]-2,2-dimethyl-propyl]carbamate NC([C@H](C[C@H]1C(NC(C1)(C)C)=O)NC(=O)C1N(CC2(CCC2)C1)C(=O)[C@H](C(C)(C)C)NC(OC(C)(C)C)=O)=O